BrC=1C=C(C=CC1OC)/C=C/C(=O)OCC (E)-ethyl 3-(3-bromo-4-methoxyphenyl)acrylate